Methyl 2-[(2R,trans,8E)-6,6-difluoro-2-methyl-4-oxo-3,13,19-triazatetracyclo[11.5.2.05,7.016,20]icosa-1(19),8,14,16(20),17-pentaen-14-yl]-6-fluoro-1-methyl-benzimidazole-5-carboxylate FC1(C2C(N[C@@H](C=3C=CC=4C=C(N(CCC/C=C/C12)C4N3)C3=NC4=C(N3C)C=C(C(=C4)C(=O)OC)F)C)=O)F